FC1=C2C3(C(NC2=CC=C1)=O)CCCC3 4'-fluorospiro[cyclopentane-1,3'-indolin]-2'-one